C(C)O[Si](C1=CC=C(C=C1)C(CC(C(CC1=CC=CC=C1)*)(C)C)(C1=CC=C(C=C1)N(C)C)*)(OCC)OCC 1-[4-(triethoxysilyl)phenyl]-1-[4-(N,N-dimethylamino)phenyl]ethylenedimethyl-3-phenyl-propylene